1-(4-(1,2,3,4-tetrahydronaphthalin-1-yl)piperazin-1-yl)ethanon C1(CCCC2=CC=CC=C12)N1CCN(CC1)C(C)=O